S-benzyl glycidyl ether C1[C@H](O1)COCC2=CC=CC=C2